C(C1=CC=CC=C1)OC1=CC(=NC=N1)CNC(CC1=CC(=CC=C1)F)=O N-((6-(Benzyloxy)pyrimidin-4-yl)methyl)-2-(3-fluorophenyl)acetamide